(7-((5-(Difluoromethyl)-6-methylpyridin-2-yl)oxy)-2-azaspiro[3.5]nonan-2-yl)((1s,3s)-3-hydroxy-3-methylcyclobutyl)methanon FC(C=1C=CC(=NC1C)OC1CCC2(CN(C2)C(=O)C2CC(C2)(C)O)CC1)F